[SH3+].[As](F)(F)F arsenic fluoride sulfonium salt